4-(4-(4,4-dimethylcyclohexyl)phenoxy)aniline CC1(CCC(CC1)C1=CC=C(OC2=CC=C(N)C=C2)C=C1)C